O=C1C=NC(O1)C1=CC=CC=C1 5-oxo-2-phenyl-oxazole